2-fluoro-4-(((3S,4R)-4-hydroxy-4-(hydroxymethyl)-1-((2,4,6-trichlorophenyl)sulfonyl)pyrrolidin-3-yl)oxy)benzonitrile FC1=C(C#N)C=CC(=C1)O[C@H]1CN(C[C@]1(CO)O)S(=O)(=O)C1=C(C=C(C=C1Cl)Cl)Cl